C1(=CC=CC=C1)C=1NC2=CC=C(C=C2C1)C(=O)[O-] 2-phenyl-1H-indol-5-carboxylate